O1C=CC2=C1C(=CC=C2)N2CC1CNCC1C2 2-(benzofuran-7-yl)octahydropyrrolo[3,4-c]pyrrole